C1(=CC=CC=C1)C=1C(OC2=CC(=CC=C2C1)NN1NC=CC=N1)=O 3-phenyl-7-(triazin-2-yl-amino)coumarin